FC1=C(C=C(C(=O)NCC(=O)OC(C)(C)C)C=C1)OC1=CC=CC=C1 tert-butyl 2-[(4-fluoro-3-phenoxy-benzoyl)amino]acetate